ClC1=CC=C(C=C1)C1=C(CCC(C1)(C)C)CN1CC2CCC(C1)N2CC=2C=C1CN(C(C1=C(C2)F)=O)C2C(NC(CC2)=O)=O 3-(5-((3-((4'-chloro-5,5-dimethyl-3,4,5,6-tetrahydro-[1,1'-biphenyl]-2-yl)methyl)-3,8-diazabicyclo[3.2.1]octane-8-yl)methyl)-7-fluoro-1-oxoisoindolin-2-yl)piperidine-2,6-dione